C1(CCC1)CN1CCN(CC1)C1=CC=C(C=C1)C=1C=C(C2=C(N(C(=N2)C2=CC=C(C=C2)S(=O)(=O)C)C)C1)C 6-(4-(4-(cyclobutylmethyl)piperazin-1-yl)phenyl)-1,4-dimethyl-2-(4-(methylsulfonyl)phenyl)-1H-benzo[d]imidazole